5-((1-(2-(3-(4-(2-(2,6-dioxopiperidin-3-yl)-4-methyl-1-Oxo-1,2-dihydrophthalazin-6-yl)piperazine-1-carbonyl)azetidin-1-yl)acetyl)piperidin-4-yl)methoxy)pyrimidine O=C1NC(CCC1N1C(C2=CC=C(C=C2C(=N1)C)N1CCN(CC1)C(=O)C1CN(C1)CC(=O)N1CCC(CC1)COC=1C=NC=NC1)=O)=O